1-(2-(but-3-yn-1-yloxy)ethoxy)-6-chlorohexane C(CC#C)OCCOCCCCCCCl